3-[(2-chlorophenoxy)methyl]-1H-1,2,4-triazol-5(4H)-one ClC1=C(OCC2=NNC(N2)=O)C=CC=C1